6-(3-(adamantan-1-yl)-4-methoxyphenyl)-N-ethyl-2-naphthamide C12(CC3CC(CC(C1)C3)C2)C=2C=C(C=CC2OC)C=2C=C3C=CC(=CC3=CC2)C(=O)NCC